3-nitrophenyl-boric acid [N+](=O)([O-])C=1C=C(C=CC1)OB(O)O